L-5,5-diphenylhydantoin C1(=CC=CC=C1)C1(C(NC(N1)=O)=O)C1=CC=CC=C1